C(C)(=O)O[C@H]1[C@@H](OC2=CC=C(C=C2)Cl)O[C@@H]([C@@H]([C@@H]1N=[N+]=[N-])OC(C)=O)COC(C)=O 4-Chlorophenyl 2,4,6-tri-O-acetyl-3-azido-3-deoxy-α-D-galactopyranoside